FC1=C(OCC=2C=C3CN(C(C3=CC2F)=O)C2C(NC(CC2)=O)=O)C(=CC=C1F)C=1N=C(SC1)N1CCOCC1 3-(5-((2,3-Difluoro-6-(2-morpholinothiazol-4-yl)phenoxy)methyl)-6-fluoro-1-oxoisoindoline-2-yl)piperidine-2,6-dione